C12COCC(CC1)N2CCCOC=2SC=C(C2)N2C[C@H]1CC[C@@H](C2)N1 2-(3-(3-oxa-8-azabicyclo[3.2.1]octan-8-yl)propoxy)-4-((1R,5S)-3,8-diAzabicyclo[3.2.1]octan-3-yl)thiophene